COC(=O)C1=CC(=NN1C)C1=NC=C(C=C1[N+](=O)[O-])C1=C(N=NN1C)C 3-(5-(1,4-dimethyl-1H-1,2,3-triazol-5-yl)-3-nitropyridin-2-yl)-1-methyl-1H-pyrazole-5-carboxylic acid methyl ester